disodium myristoyl glutamate N[C@@H](CCC(=O)[O-])C(=O)OC(CCCCCCCCCCCCC)=O.[Na+].[Na+].C(CCCCCCCCCCCCC)(=O)OC([C@@H](N)CCC(=O)[O-])=O